C(C)OC(=S)SC(C(=O)O)(C)C 2-ethoxythiocarbonylsulfanyl-2-methyl-propionic acid